FC(S(=O)(=O)OC1=CC=2CC[C@H](CC2C=C1)C1=C(C=C(C=C1)OC)N(CC1=CC=C(C=C1)CCNCC)CC)(F)F (R)-6-(2-(Ethyl(4-(2-(ethylamino)ethyl)benzyl)amino)-4-methoxyphenyl)-5,6,7,8-tetrahydronaphthalen-2-yl trifluoromethanesulfonate